2-ethyl-6-methyl-6-hydroxy-2H-pyran-3(6H)-one C(C)C1OC(C=CC1=O)(O)C